ethyl-(E)-4-((1r,4r)-4-(3-bromo-2-methylphenoxy)cyclohexyl)-2-methylbut-2-enoate C(C)OC(\C(=C\CC1CCC(CC1)OC1=C(C(=CC=C1)Br)C)\C)=O